FC1=C2[C@@H](CCC(C2=CC(=C1)F)O)C1=C2CC([C@H](C2=C(C=C1)SC(F)(F)F)O)(F)F (4S)-5,7-difluoro-4-[(1S)-2,2-difluoro-1-hydroxy-7-(trifluoromethylsulfanyl)indan-4-yl]tetralin-1-ol